C[Si](C#CC(=O)Cl)(C)C 3-(trimethylsilyl)prop-2-ynoyl chloride